FC(C1=CC2=C(SC(=C2)C(N[C@H]2C[C@H]3[C@@H](C[C@@H]4N(C2=O)[C@@H](CC4)C(=O)N4CCNCC4)C3)=O)C=C1)(F)P(OCC)(OCC)=O diethyl (difluoro(2-(((3S,6S,7aS,8aR,9aR)-5-oxo-3-(piperazine-1-carbonyl)decahydro-1H-cyclopropa[d]pyrrolo[1,2-a]azocin-6-yl)carbamoyl)benzo[b]thiophen-5-yl)methyl)phosphonate